N1N=CC(=C1)C1=CC=C2C(=N1)SC(=N2)NC2=NC=CC(=C2)CO (2-((5-(1H-pyrazol-4-yl)thiazolo[5,4-b]-pyridin-2-yl)amino)-pyridin-4-yl)methanol